ClC1=C(C=C(C=C1)NC(=O)NCC1=NC2=CC=CC=C2C(N1C1=CC=C(C=C1)F)=O)C(F)(F)F 1-(4-Chloro-3-(trifluoromethyl)phenyl)-3-((3-(4-fluorophenyl)-3,4-dihydro-4-oxo-2-quinazolinyl)methyl)-urea